3-CHLORoPROPAN-1,2-DIOL ClCC(CO)O